C(C)(C)(C)OC(=O)N1CCC(CCC1)(C(=O)O)C (tert-butoxycarbonyl)-4-methylazepan-4-carboxylic acid